N-(4-(2-amino-3-(3-(1-methylpiperidin-4-yl)prop-1-ynyl)pyridin-4-yloxy)-3-fluorophenyl)-2,4-dioxo-1,2,3,4-tetrahydropyrimidine-5-carboxamide NC1=NC=CC(=C1C#CCC1CCN(CC1)C)OC1=C(C=C(C=C1)NC(=O)C=1C(NC(NC1)=O)=O)F